N[C@H](C(=O)N1C[C@@H](CCC1)C1=C(C(=NC=2N1N=C(C2)[C@@H]2CC[C@H](CC2)C(F)(F)F)C)C)CO (2S)-2-amino-1-[(3R)-3-{5,6-dimethyl-2-[trans-4-(trifluoromethyl)cyclohexyl]pyrazolo[1,5-a]pyrimidin-7-yl}piperidin-1-yl]-3-hydroxypropan-1-one